(E)-4-((2-(aminomethyl)-3-fluoroallyl)oxy)-2-methylbenzonitrile NC/C(/COC1=CC(=C(C#N)C=C1)C)=C\F